4,4-bis-(2-butyloctyloxy)-p-quaterphenyl C(CCC)C(COC1(CC=C(C=C1)C1=CC=C(C=C1)C1=CC=C(C=C1)C1=CC=CC=C1)OCC(CCCCCC)CCCC)CCCCCC